O=C1NC(CCC1N1C(C2=CC=C(C=C2C1=O)OCC(=O)NCCOCCOCCOCCO)=O)=O 2-((2-(2,6-Dioxopiperidin-3-yl)-1,3-dioxoisoindolin-5-yl)oxy)-N-(2-(2-(2-(2-hydroxyethoxy)ethoxy)ethoxy)ethyl)acetamide